3-((tetrahydro-2H-pyran-2-yl)methyl)oxazolidin-2-one O1C(CCCC1)CN1C(OCC1)=O